tert-Butyl 2-((((9H-fluoren-9-yl)methoxy) carbonyl)amino)-3-(3-methoxy-4-(methylcarbamoyl)phenyl)propanoate C1=CC=CC=2C3=CC=CC=C3C(C12)COC(=O)NC(C(=O)OC(C)(C)C)CC1=CC(=C(C=C1)C(NC)=O)OC